2-(4-(2-(3,4-dimethoxyphenyl)-3-(2,2,2-trifluoroethyl)-1H-indol-5-yl)piperidin-1-yl)-N-(4-sulfamoylphenethyl)acetamide COC=1C=C(C=CC1OC)C=1NC2=CC=C(C=C2C1CC(F)(F)F)C1CCN(CC1)CC(=O)NCCC1=CC=C(C=C1)S(N)(=O)=O